BrC=1C=C2C=C(C(=NC2=CC1)OC)C(C(CCN(C)C)(O)C1=CC(=NC(=C1)OCC)OCC)C1=C(C(=NC=C1)OC)OC 1-(6-bromo-2-methoxyquinolin-3-yl)-2-(2,6-diethoxypyridin-4-yl)-1-(2,3-dimethoxypyridin-4-yl)-4-(dimethylamino)butan-2-ol